2-(4-chlorophenyl)-3-[1-(3,8-diazabicyclo-[3.2.1]oct-3-yl)ethyl]imidazo[1,2-a]pyrimidine dihydrochloride Cl.Cl.ClC1=CC=C(C=C1)C=1N=C2N(C=CC=N2)C1C(C)N1CC2CCC(C1)N2